1-(4,6-bis(trifluoromethyl)pyridin-2-yl)-N-(4-fluorophenyl)-N-methylazetidine-2-carboxamide FC(C1=CC(=NC(=C1)C(F)(F)F)N1C(CC1)C(=O)N(C)C1=CC=C(C=C1)F)(F)F